3-(5-amino-8-(4-(hydroxymethyl)-2-methyl-oxazol-5-yl)-2-(pyridin-2-ylmethyl)-[1,2,4]triazolo[1,5-c]pyrimidin-7-yl)benzonitrile NC1=NC(=C(C=2N1N=C(N2)CC2=NC=CC=C2)C2=C(N=C(O2)C)CO)C=2C=C(C#N)C=CC2